3-glycidyl-propyl-methoxydiethyloxysilane C(C1CO1)CCC[Si](OCC)(OCC)OC